CC1C(CCC(C1)C)O 3,5-dimethyl-2-cyclohexanol